4-(4-{[(2S)-2-(3-methoxy-1-methyl-1H-pyrazol-4-yl)pyrrolidin-1-yl]methyl}phenoxy)benzamide ethyl-9,10-difluoro-7-oxo-2,3-dihydro-7H-[1,4]thiazino[2,3,4-ij]quinoline-6-carboxylate C(C)OC(=O)C1=CN2C3=C(C(=C(C=C3C1=O)F)F)SCC2.COC2=NN(C=C2[C@H]2N(CCC2)CC2=CC=C(OC1=CC=C(C(=O)N)C=C1)C=C2)C